N-methyl{2-[di(tert-butyl)(fluoro)silyl]-1-methyl-1H-1,4-diazainden-6-yl}amine CNC1=CN=C2C=C(N(C2=C1)C)[Si](F)(C(C)(C)C)C(C)(C)C